2-(benzo[d]thiazol-6-yl)-7-(isopropylamino)-N-methylpyrazolo[1,5-a]pyrimidine-6-carboxamide S1C=NC2=C1C=C(C=C2)C2=NN1C(N=CC(=C1NC(C)C)C(=O)NC)=C2